(2,6-Dioxopiperidin-3-yl)-1'-oxo-1',2',3',9'-tetrahydro-7'H-spiro[piperidine-4,8'-pyrano[3,2-e]isoindole]-1-carboxylic acid tert-butyl ester C(C)(C)(C)OC(=O)N1CCC2(CC=3C=4C(N(CC4C=CC3OC2)C2C(NC(CC2)=O)=O)=O)CC1